ClC=1C(=CC(=C(C1)C=1NC=2C=CN=C(C2C(C1)=O)C(=O)N)C)C1=CC=CC=C1 2-(5-chloro-2-methyl-4-phenyl-phenyl)-4-oxo-1H-1,6-naphthyridine-5-carboxamide